Cl.COC(/C=C/C1=CC=C(C=C1)CN)=O (E)-(4-(3-methoxy-3-oxoprop-1-en-1-yl)phenyl)methanamine hydrochloride